dipropylene glycol tert-butyl ether C(C)(C)(C)OC(C)COC(C)CO